FC=1C(NC(N(C1)CC=1OC(=CC1)[N+](=O)[O-])=O)=O 5-fluoro-1-((5-nitrofuran-2-yl)methyl)pyrimidine-2,4(1H,3H)-dione